C(C)(C)(C)OC(=O)N1[C@@H](C2=C(C(=CC(=C2CC1)Cl)F)OCC=1N=NN(C1)C)CN1C(C2=CC=CC=C2C1=O)=O (S)-5-chloro-1-((1,3-dioxoisoindolin-2-yl)methyl)-7-fluoro-8-((1-methyl-1H-1,2,3-triazol-4-yl)methoxy)-3,4-dihydroisoquinoline-2(1H)-carboxylic acid tert-butyl ester